OC1=C2CCCC2=CC(=C1C1=NN=C(C(N1C)=O)N[C@H]1CN(CCC1)CC)C 3-(4-hydroxy-6-methyl-indan-5-yl)-4-methyl-6-[[(3R)-1-ethyl-3-piperidyl]amino]-1,2,4-triazin-5-one